C(C)(CC)[BH-](C(C)CC)C(C)CC.[Li+] lithium tri-sec-butylborohydride